BrC1=C2C=CN(C2=CC(=C1)CC(=O)OC)S(=O)(=O)CC1=CC=CC=C1 methyl 2-(4-bromo-1-toluenesulfonyl-1H-indol-6-yl)acetate